ClC=1C=CC(=C(C1)C1=CC=C2C(=CN=NC2=C1)NCC1=C(C=C(C=C1)OC)OC)OC=1SC=CN1 7-[5-CHLORO-2-(1,3-THIAZOL-2-YLOXY)PHENYL]-N-[(2,4-DIMETHOXYPHENYL)METHYL]CINNOLIN-4-AMINE